(R)-1,1,1-Trifluoro-N-isopropylpropan-2-amine hydrochloride Cl.FC([C@@H](C)NC(C)C)(F)F